2-(3-Oxa-7,9-diazabicyclo[3.3.1]nonan-7-yl)-5-(3,4-dichloro-2-methyl-2H-indazol-5-yl)-3-methyl-3,7-dihydro-4H-pyrrolo[2,3-d]pyrimidin-4-one C12COCC(CN(C1)C=1N(C(C3=C(N1)NC=C3C3=C(C1=C(N(N=C1C=C3)C)Cl)Cl)=O)C)N2